BrC=1C(=CC2=C(O[C@@H](C(N2)=O)C)N1)Cl (3R)-6-bromo-7-chloro-3-methyl-1H,3H-pyrido[2,3-b][1,4]oxazin-2-one